benzyl (S)-6-diazo-2-((S)-2-methoxypropanamido)-5-oxohexanoate [N+](=[N-])=CC(CC[C@@H](C(=O)OCC1=CC=CC=C1)NC([C@H](C)OC)=O)=O